N-{[(4R)-4-cyclopropyl-2,5-dioxoimidazolidin-4-yl]methyl}-2-(3,4-difluorophenyl)-2H-1,2,3-triazole-4-carboxamide C1(CC1)[C@@]1(NC(NC1=O)=O)CNC(=O)C1=NN(N=C1)C1=CC(=C(C=C1)F)F